tert-butyl (S)-(1-(hydroxyimino)-3-methylbutan-2-yl)carbamate ON=C[C@H](C(C)C)NC(OC(C)(C)C)=O